C(C(=C)C)(=O)OCCOCCCOC1=CC=C(C=C1)C(C)(C)C1=CC=C(C=C1)OCCCOCCOC(C(=C)C)=O 2,2-bis(4-(methacryloyloxyethoxypropoxy)phenyl)propane